6-tert-butyl-N-[3-(1-ethyl-5-{[(1-methylpiperidin-4-yl)amino]methyl}-1H-indol-2-yl)prop-2-yn-1-yl]pyridine-3-carboxamide C(C)(C)(C)C1=CC=C(C=N1)C(=O)NCC#CC=1N(C2=CC=C(C=C2C1)CNC1CCN(CC1)C)CC